COC1=NC=CC(=C1C)CC1CN(CCC1)CC1=CN=C(S1)NC(C)=O N-(5-((3-((2-methoxy-3-methylpyridin-4-yl)methyl)piperidin-1-yl)methyl)thiazol-2-yl)acetamide